NCCOCCOCCOCCN[C@H](C(=O)N1[C@@H](C[C@H](C1)O)C(=O)NCC1=CC=C(C=C1)C1=C(N=CS1)C)C(C)(C)C (2S,4R)-1-[(2S)-2-[2-[2-[2-(2-aminoethoxy)ethoxy]ethoxy]ethylamino]-3,3-dimethyl-butanoyl]-4-hydroxy-N-[[4-(4-methylthiazol-5-yl)phenyl]methyl]pyrrolidine-2-carboxamide